3-[(4-chlorophenyl)[4-(methyl-sulfonyl)phenyl]methylene]dihydro-2(3H)-furanone ClC1=CC=C(C=C1)C(=C1C(OCC1)=O)C1=CC=C(C=C1)S(=O)(=O)C